6'-{3-[(2-phenylethanesulfonyl)amino]propoxy}-2',3'-dihydrospiro[cyclohexane-1,1'-indene] C1(=CC=CC=C1)CCS(=O)(=O)NCCCOC1=CC=C2CCC3(C2=C1)CCCCC3